tert-butyl (E)-4-(1-(cyclopropylmethyl)-2-(2-nitroprop-1-en-1-yl)-1H-indol-7-yl)piperidine-1-carboxylate C1(CC1)CN1C(=CC2=CC=CC(=C12)C1CCN(CC1)C(=O)OC(C)(C)C)\C=C(/C)\[N+](=O)[O-]